(4-cyano-2,6-dimethylphenyl)boronic acid pinacol ester C(#N)C1=CC(=C(C(=C1)C)B1OC(C)(C)C(C)(C)O1)C